C(C)(C)(C)OC(=O)NCCOC1=C(C(=O)OC)C=C(C=C1)Cl methyl 2-(2-((tert-butoxycarbonyl)amino) ethoxy)-5-chlorobenzoate